FC1=C(C=C(C=C1)C(CC1=NC(=NC(=N1)N[C@@H](CO)CC(C)C)NS(=O)(=O)C)C)C N-(4-(2-(4-Fluoro-3-methylphenyl)propyl)-6-(((R)-1-hydroxy-4-methylpentan-2-yl)amino)-1,3,5-triazin-2-yl)methanesulfonamide